N1=CC=C(C=C1)C1CC2=CC=CC=C2C=C1 2-(pyridin-4-yl)-1H-Naphthalene